O8-[2-(hydroxymethyl)-3-(8-nonoxy-8-oxo-octanoyl)oxy-2-[(8-nonoxy-8-oxooctanoyl)oxymethyl]propyl] O1-nonyl octanedioate C(CCCCCCC(=O)OCC(COC(CCCCCCC(=O)OCCCCCCCCC)=O)(COC(CCCCCCC(=O)OCCCCCCCCC)=O)CO)(=O)OCCCCCCCCC